3,8-bis(1-(5-fluoropentyloxy)ethyl)porphyrin disodium salt [Na].[Na].FCCCCCOC(C)C=1C=C2NC1C=C1C=C(C(=N1)C=C1C=CC(N1)=CC=1C=CC(N1)=C2)C(C)OCCCCCF